C(C)(C)(C)OC(=O)N1[C@@H](CC(=C1)C(F)(F)F)CO[Si](C)(C)C(C)(C)C (S)-2-(((tert-butyldimethylsilyl)oxy)methyl)-4-(trifluoromethyl)-2,3-dihydro-1H-pyrrole-1-carboxylic acid tert-butyl ester